(Z)-(3-(1-(4-amino-2-fluorobut-2-en-1-yl)-6-(trifluoromethyl)-1H-benzo[d]imidazol-4-yl)-4-fluorophenyl)methanol NC\C=C(\CN1C=NC2=C1C=C(C=C2C=2C=C(C=CC2F)CO)C(F)(F)F)/F